FC=1C(=C2N(C(C=NC2=CC1)=O)C)OCC(CNC[C@H]1CN(C(O1)=O)C1=NC2=C(OCC(N2)=O)N=C1)O 6-((5S)-5-(((3-((6-fluoro-4-methyl-3-oxo-3,4-dihydroquinoxalin-5-yl)oxy)-2-hydroxypropyl)amino)methyl)-2-oxoOxazolidin-3-yl)-2H-pyrazino[2,3-b][1,4]Oxazin-3(4H)-one